[Ru+2].C(=O)(O)C1(CC(=NC=C1)C1=NC=CC=C1)C(=O)O.C(=O)(O)C1(CC(=NC=C1)C1=NC=CC=C1)C(=O)O bis(4,4-dicarboxy-2,2-bipyridine) ruthenium (II)